1-(3,5-bis(4,4-bis(octyloxy)butoxy)phenyl)-N,N-dimethylmethanamine C(CCCCCCC)OC(CCCOC=1C=C(C=C(C1)OCCCC(OCCCCCCCC)OCCCCCCCC)CN(C)C)OCCCCCCCC